NC1=NC=CC(=C1)C1=CC=NC=C1 amino-[4,4'-bipyridine]